COC(C1=C(C=C(C=C1)O[Si](C)(C)C(C)(C)C)C)=O.C1(=CC=CC=C1)[2H] Benzene-d methyl-4-((tert-butyldimethylsilyl)oxy)-2-methylbenzoate